3-(2-fluorobenzylidene)-5-(3-pyridyl)-N-(4-trifluoromethylbenzenesulfonyl)-4-piperidone FC1=C(C=C2CN(CC(C2=O)C=2C=NC=CC2)S(=O)(=O)C2=CC=C(C=C2)C(F)(F)F)C=CC=C1